C(C)(C)(C)OC(=O)N1[C@@H](CN([C@H](C1)C)C=1C2=C(N=CN1)N(C=C2I)C2=NC=CC(=C2)C(N)=O)C (2r,5s)-4-(7-(4-carbamoylpyridin-2-yl)-5-iodo-7H-pyrrolo[2,3-d]pyrimidin-4-yl)-2,5-dimethylpiperazine-1-carboxylic acid tert-butyl ester